O([C@H]1[C@H](O)[C@@H](O)[C@H](O)[C@H](O1)CO)CC=C(C(CC=C(C)C)O)C 4-hydroxy-3,7-dimethyl-2,6-octadien-1-yl BETA-D-glucopyranoside